N-(4-((4-(4-(dimethylamino)phenoxy)-2-methoxy-5-methylphenyl)amino)-7-methoxyquinazolin-6-yl)-2-fluoro-3-(1-methylpyrrolidin-2-yl)acrylamide CN(C1=CC=C(OC2=CC(=C(C=C2C)NC2=NC=NC3=CC(=C(C=C23)NC(C(=CC2N(CCC2)C)F)=O)OC)OC)C=C1)C